di-n-propyl (4-vinylphenylphosphonate) C(=C)C1=CC=C(C=C1)P(OCCC)(OCCC)=O